ClC1=C(C=C2C(=N1)C=1NC(C(=C(C1C(CO2)C(C)C)O)C(=O)O)=O)OCCCOC 2-chloro-8-hydroxy-7-isopropyl-3-(3-methoxypropoxy)-10-oxo-6,7,10,11-tetrahydrooxepino[3,2-b:4,5-b']dipyridine-9-carboxylic acid